1-(6-Bromopyridin-2-yl)pyrrolidin-2-one BrC1=CC=CC(=N1)N1C(CCC1)=O